methyl 5-formyl-2-methyl-3-(2-trimethylsilylethoxymethyl)imidazole-4-carboxylate C(=O)C1=C(N(C(=N1)C)COCC[Si](C)(C)C)C(=O)OC